C(C1=CC=CC=C1)N1N=C(N=C1)C(=O)O 1-benzyl-1H-1,2,4-triazole-3-carboxylic acid